(2,4-di-tert-butylphenyl)-4,3'-biphenylyl diphosphonite P(OC1=C(C=C(C=C1)C=1C=CC=CC1)C1=C(C=C(C=C1)C(C)(C)C)C(C)(C)C)OP[O-]